piperazinium bromide [Br-].[NH2+]1CCNCC1